3-((2-hexyldecanoyl)oxy)-2-(((4-(3-hydroxyazetidin-1-yl)butanoyl)oxy)methyl)-propyl oleate C(CCCCCCC\C=C/CCCCCCCC)(=O)OCC(COC(C(CCCCCCCC)CCCCCC)=O)COC(CCCN1CC(C1)O)=O